tert-butyl (S)-3-(4-(6-(6-bromopicolinamido)pyridin-3-yl)-1H-1,2,3-triazol-1-yl)piperidine-1-carboxylate BrC1=CC=CC(=N1)C(=O)NC1=CC=C(C=N1)C=1N=NN(C1)[C@@H]1CN(CCC1)C(=O)OC(C)(C)C